(5-(1-((4-chlorophenyl)sulfonyl)-piperidin-4-yl)-3-hydroxy-pyridine-2-carbonyl)glycine ClC1=CC=C(C=C1)S(=O)(=O)N1CCC(CC1)C=1C=C(C(=NC1)C(=O)NCC(=O)O)O